BrC=1C(=NC(=C(C1)C)C)NC1=C(C(=CC=C1C)S(=O)(=O)C)C 3-Bromo-N-(2,6-dimethyl-3-(methylsulfonyl)phenyl)-5,6-dimethylpyridin-2-amine